N(=[N+]=[N-])C1=NNC2=NC=C(C=C21)F 3-azido-5-fluoro-1H-pyrazolo[3,4-b]pyridine